C(C)N1C(C(C(C2=CC(=CC=C12)C1=NN(C=C1)CC1=CC(=C(C=C1)C(F)(F)F)F)=O)O)=O 1-ethyl-6-(1-(3-fluoro-4-(trifluoromethyl)benzyl)-1H-pyrazol-3-yl)-3-hydroxyquinoline-2,4(1H,3H)-dione